imidazo[1,2-a][1,3]diazepin-7-yl-1,2,4-triazole-3-carboxamide N1=CCN2C1=NC=C(C=C2)C2=NC(=NN2)C(=O)N